2-(((R)-1-(3-cyano-7-methyl-2-((S)-2-methylazetidin-1-yl)-4-oxo-4H-pyrido[1,2-a]pyrimidin-9-yl)ethyl)amino)benzoic acid C(#N)C1=C(N=C2N(C1=O)C=C(C=C2[C@@H](C)NC2=C(C(=O)O)C=CC=C2)C)N2[C@H](CC2)C